(R)-3-(6-(3-isopropyl-1H-Pyrrolo[2,3-b]pyridin-5-yl)-2-(2-methoxyacetyl)-1,2,3,4-tetrahydroisoquinolin-8-yl)morpholine C(C)(C)C1=CNC2=NC=C(C=C21)C=2C=C1CCN(CC1=C(C2)[C@H]2NCCOC2)C(COC)=O